FC1(CCN(CC1)C(=O)OCC1=CC=CC=C1)CCO Benzyl 4-fluoro-4-(2-hydroxyethyl)piperidine-1-carboxylate